CC=1OC2=NC=C(C=C2N1)B1OC(C(O1)(C)C)(C)C 2-methyl-6-(4,4,5,5-tetramethyl-1,3,2-dioxaborolan-2-yl)oxazolo[5,4-b]pyridine